C(#N)C1(CC1)NS(=O)(=O)C1=CC=C2C3=C(N(C2=C1)C=1SC(=NN1)C(F)F)N=CN=C3N3C[C@@H](CC3)O (R)-N-(1-Cyanocyclopropyl)-9-(5-(difluoromethyl)-1,3,4-thiadiazol-2-yl)-4-(3-hydroxypyrrolidin-1-yl)-9H-pyrimido[4,5-b]indole-7-sulfonamide